(R)-4-(6-chloro-3-(methoxycarbonyl)-5-(trifluoromethyl)pyridin-2-yl)-3-(hydroxymethyl)piperazine ClC1=C(C=C(C(=N1)N1[C@H](CNCC1)CO)C(=O)OC)C(F)(F)F